N-Boc-1,3-cyclohexanediamine C(=O)(OC(C)(C)C)NC1CC(CCC1)N